methyl (1R,4S)-4-[[[3-(3-fluorophenyl)-5-methyl-4H-1,2-oxazol-5-yl]carbonyl]amino]cyclopent-2-ene-1-carboxylate FC=1C=C(C=CC1)C1=NOC(C1)(C)C(=O)N[C@@H]1C=C[C@@H](C1)C(=O)OC